C(CO)(=O)O.C=CC.C=CC.C=CC tripropylene glycolAt